C1(C=CCCC1)=O cyclohex-2-en-1-one